butanenitrile formate C(=O)O.C(CCC)#N